C(C)(C)C(CC)Br isopropyl-bromopropane